5-(8-bromo-2,3-dichloro-imidazo[1,2-b]pyridazin-6-yl)-1H-pyrimidine-2,4-dione BrC=1C=2N(N=C(C1)C=1C(NC(NC1)=O)=O)C(=C(N2)Cl)Cl